3-((6-((4-cyano-2-fluorobenzyl)oxy)pyridin-2-yl)oxy)azetidine C(#N)C1=CC(=C(COC2=CC=CC(=N2)OC2CNC2)C=C1)F